CS(=O)(=O)N1C=C(C=C1)C(=O)N1[C@@H](CC1)C(=O)NC=1SC=C(N1)C=1C=C(C=CC1)C1=CC(=CC=C1)N1CCNCC1 (S)-1-(1-(methylsulfonyl)-1H-pyrrole-3-carbonyl)-N-(4-(3'-(piperazin-1-yl)-[1,1'-biphenyl]-3-yl)thiazol-2-yl)azetidine-2-carboxamide